NC1=C(C(=NC=N1)OC1=C(C=C(C=C1)NC(=O)C=1C=NN(C1C(F)(F)F)C1=NC=C(C=C1)F)F)Cl N-[4-(6-amino-5-chloro-pyrimidin-4-yl)oxy-3-fluoro-phenyl]-1-(5-fluoro-2-pyridyl)-5-(trifluoromethyl)pyrazole-4-carboxamide